5-bromo-7-(4-chloropyridin-2-yl)-4-fluoro-7H-pyrrolo[2,3-d]pyrimidine BrC1=CN(C=2N=CN=C(C21)F)C2=NC=CC(=C2)Cl